ClC=1C(=C(C(=C(C1)[C@H]1[C@H](O[C@@]([C@@H]1C)(C(F)(F)F)C)C(=O)NC1=CC(=NC=C1)C(=O)N)OC)F)F 4-[[(2S,3S,4R,5S)-3-(5-Chloro-3,4-difluoro-2-methoxyphenyl)-4,5-dimethyl-5-(trifluoromethyl)tetrahydrofuran-2-carbonyl]amino]pyridin-2-carboxamid